C(C)(=O)OCCOC1=CC=C(C=C1)C1(C2=CC=CC=C2C=2C=CC=CC12)C1=CC=C(C=C1)OCCOC(C)=O 9,9-bis[4-(2-acetoxyethoxy)phenyl]fluorene